OC1=C(C=C2C(=NC=NC2=C1)NCCCCNS(=O)(=O)NC(OC(C)(C)C)=O)OC tert-butyl (N-(4-((7-hydroxy-6-methoxyquinazolin-4-yl)amino)butyl)sulfamoyl)carbamate